2-(2,6-Dioxopiperidin-3-yl)-1-oxo-1,2-dihydro-phthalazine-6-carbonitrile O=C1NC(CCC1N1C(C2=CC=C(C=C2C=N1)C#N)=O)=O